C(C)(C)C1=CC=C(C=C1)C1[C@@H]2CN(C[C@H]12)C(=O)C1CC2(C1)NC(OC2)=O (2s,4S)-2-((1R,5S,6S)-6-(4-Isopropylphenyl)-3-azabicyclo[3.1.0]hexane-3-carbonyl)-7-oxa-5-azaspiro[3.4]octan-6-one